ClC=1C(=C(C=CC1OC)N(C(C#C[Si](C(C)C)(C(C)C)C(C)C)=O)C(C(=O)O)(C)C)F 2-(N-(3-chloro-2-fluoro-4-methoxyphenyl)-3-(triisopropylsilyl)propiolamido)-2-methylpropanoic acid